FC1=C(C(=C(C=C1OC)OC)F)N1C(N(C2=C(C1)C=NC(=C2)C=2C(=NN(C2)C)C)C2CN(C(C2)=O)C)=O 3-(2,6-difluoro-3,5-dimethoxyphenyl)-7-(1,3-dimethyl-1H-pyrazol-4-yl)-1-(1-methyl-5-oxopyrrolidin-3-yl)-3,4-dihydropyrido[4,3-d]pyrimidin-2(1H)-one